ClC1=NC(=C(C=C1C(=O)N)F)Cl 2,6-dichloro-5-fluoro-pyridine-3-carboxamide